[Li].[Fe].[Li] lithium iron-lithium